COC=1C=C(C=CC1OC)C=1NC2=CC=C(C=C2C1CC)OCC1CCNCC1 2-(3,4-dimethoxyphenyl)-3-ethyl-5-(piperidin-4-ylmethoxy)-1H-indole